(2S,4S)-4-Fluoro-1-(toluene-4-sulfonyl)-pyrrolidine-2-carboxylic acid benzothiazol-5-ylmethyl-(4,4-difluoro-cyclohexyl)-amide S1C=NC2=C1C=CC(=C2)CN(C(=O)[C@H]2N(C[C@H](C2)F)S(=O)(=O)C2=CC=C(C)C=C2)C2CCC(CC2)(F)F